C(C)(=O)N[C@H](C(=O)NCCC(=O)N[C@@H](CCC(=O)OC(C)(C)C)C(=O)N)CC1=CC=CC=C1 tert-butyl (S)-4-(3-((S)-2-acetamido-3-phenylpropanamido) propanamido)-5-amino-5-oxopentanoate